tetrahydrofuran-3-yloxy-indazol O1CC(CC1)OC1=NNC2=CC=CC=C12